[1-[4-[methyl(tetra-hydropyran-4-yl)amino]-5-oxido-6,7-dihydro-thieno[3,2-d]pyrimidin-5-ium-2-yl]azetidin-3-yl] 2-methyloxazole-4-carboxylate CC=1OC=C(N1)C(=O)OC1CN(C1)C=1N=C(C2=C(N1)CC[S+]2[O-])N(C2CCOCC2)C